2-((1-(2-(4,4-dimethylcyclohexyl)-7-methyl-4-oxo-4H-pyrido[1,2-a]pyrimidin-9-yl)ethyl)amino)benzoic acid CC1(CCC(CC1)C=1N=C2N(C(C1)=O)C=C(C=C2C(C)NC2=C(C(=O)O)C=CC=C2)C)C